4-(pyridin-4-yl)phenylboronic acid pinacol ester N1=CC=C(C=C1)C1=CC=C(C=C1)B1OC(C)(C)C(C)(C)O1